CS(=O)(=O)OC[C@@]1(C(N(CC1)CC1=CC=C(C=C1)OC)=O)C1CC1 (S)-(3-cyclopropyl-1-(4-methoxybenzyl)-2-oxopyrrolidin-3-yl)methyl methanesulfonate